3-[(E)-oct-3-enyl]tetrahydrofuran-2,5-dione C(C\C=C\CCCC)C1C(OC(C1)=O)=O